FC1(CCC(CC1)N(C(OC(C)(C)C)=O)C1=NC(=NC(=C1)N1CCOCC1)C=1SC=C(N1)C)F tert-butyl (4,4-difluorocyclohexyl)(2-(4-methylthiazol-2-yl)-6-morpholinopyrimidin-4-yl)carbamate